7-(methylamino)-5-((2-oxo-2H-[1,2'-bipyridin]-3-yl)amino)pyrazolo[1,5-a]pyrimidine-3-carboxylic acid CNC1=CC(=NC=2N1N=CC2C(=O)O)NC=2C(N(C=CC2)C2=NC=CC=C2)=O